O=C1C2=C(N=C(N1)N1C(CCC1)C1=NC=CC=N1)N(N=C2C#N)C(C)C=2C=NC(=CC2)C(F)(F)F 4-oxo-6-(2-pyrimidin-2-ylpyrrolidin-1-yl)-1-[1-[6-(trifluoromethyl)-3-pyridyl]ethyl]-5H-pyrazolo[3,4-d]pyrimidine-3-carbonitrile